C(CCCCCCCCCCCCC)N(CCO)CCCCCCCCCCCCCC 2-(bistetradecylamino)ethan-1-ol